C(C)(=O)NCCC1=C(C=C(C(=C1)OC)OCC)C(CCC1=CC=C(OCC=2N=NN(C2)CCCCCC(=O)NC2=C3C(N(C(C3=CC=C2)=O)C2C(NC(CC2)=O)=O)=O)C=C1)=O (E)-6-(4-((4-(3-(2-(2-acetamidoethyl)-5-ethoxy-4-methoxyphenyl)-3-oxopropyl)phenoxy)methyl)-1H-1,2,3-triazol-1-yl)-N-(2-(2,6-dioxopiperidin-3-yl)-1,3-dioxoisoindolin-4-yl)hexanamide